M-phenoxybenzaldehyde O(C1=CC=CC=C1)C=1C=C(C=O)C=CC1